4-hydroxy-3-methylbenzo[b]thiophene-2-carboxylic acid ethyl ester C(C)OC(=O)C1=C(C2=C(S1)C=CC=C2O)C